Tert.Butyl-Acetic acid tert-butyl ester C(C)(C)(C)OC(CC(C)(C)C)=O